ClC1=CC=C2C(=CNC2=C1OCF)\C=C\1/NC(N(C1=O)CC1=CC(=C(C#N)C=C1)F)=O (Z)-4-((4-((6-chloro-7-(fluoromethoxyl)-1H-indol-3-yl)methylene)-2,5-dioxoimidazolidin-1-yl)methyl)-2-fluorobenzonitrile